(dimethylamino)-6,7-dimethyl-5,6,7,8-tetrahydropterin CN(C)NC1=NC=2NC(C(NC2C(N1)=O)C)C